FC=1C=C2CCC(N(C2=NC1)N)=N 6-fluoro-2-imino-3,4-dihydro-1,8-naphthyridin-1(2H)-amine